C12(C=CC(=CC1)C2(C)C)C bornadiene